7-(4-(benzo[d]thiazol-2-yl)-2-ethoxyphenoxy)-N-hydroxyheptanamide S1C(=NC2=C1C=CC=C2)C2=CC(=C(OCCCCCCC(=O)NO)C=C2)OCC